BrC=1C=C(C=CC1)Cl 3-Bromo-1-chlorobenzol